N1=CC(=CC=C1)NC(NC(C(=O)N)C)=O 2-(3-(pyridin-3-yl)ureido)propanamide